C(=C)C1C(CC2=CC=CC=C12)=O ethenylindane-2-one